C(CC)(=O)OCC(C)(C)OC(C)C1=CC(CCC1)(C)C 2-[1-(3,3-dimethyl-1-cyclohexen-1-yl)ethoxy]-2-methylpropyl propanoate